9,9-bis(4-aminophenyl)-2,7-dihydroxy-fluorene NC1=CC=C(C=C1)C1(C2=CC(=CC=C2C=2C=CC(=CC12)O)O)C1=CC=C(C=C1)N